ClC1=CN=C2N1N=C(C=C2)C=2C1=C(N=C(N2)N[C@@H]2CC[C@@H](CC2)OC)NC=C1 (3-chloroimidazo[1,2-b]pyridazin-6-yl)-N-(cis-4-methoxycyclohexyl)-7H-pyrrolo[2,3-d]pyrimidin-2-amine